6-(difluoromethoxy)-N-[(1,2-dimethyl-1H-imidazo[1,2-b]pyrazol-7-yl)methyl]-5-fluoropyridine-3-carboxamide FC(OC1=C(C=C(C=N1)C(=O)NCC1=C2N(N=C1)C=C(N2C)C)F)F